C1(CCCC=C1)NN 2,4-dihydrophenylhydrazine